5-(((S)-1-(4-(4-methylthiazol-5-yl)phenyl)ethyl)carbamoyl)pyrrolidin-3-yl acetate C(C)(=O)OC1CNC(C1)C(N[C@@H](C)C1=CC=C(C=C1)C1=C(N=CS1)C)=O